3-methyl-1H-pyrrolo[2,3-b]pyridine-5-carboxylic acid CC1=CNC2=NC=C(C=C21)C(=O)O